4-Chloro-7-nitro-3-propyl-1,3-dihydro-2,1-benzothiazol-2,2-dioxid ClC1=CC=C(C2=C1C(S(N2)(=O)=O)CCC)[N+](=O)[O-]